C1=CC=C(C=2SC3=C(C21)C=CC=C3)N3C2=CC=CC=C2C=2C=C(C=CC32)C=3C=CC=2N(C1=CC=CC=C1C2C3)C3=CC=CC=C3 9-(dibenzothiophene-4-yl)-9'-phenyl-3,3'-bi[9H-carbazole]